[Na+].C1(=CC=CC=C1)NC1=CC=C2C=CC(=CC2=C1)S(=O)(=O)[O-] 7-phenylamino-naphthalene-2-sulfonic acid, sodium salt